CC(C)(C)OC(CCC(C)C)=O 4-methylpentanoic acid-2-methylpropan-2-yl ester